2-[3-[[1-(2-fluoroethyl)-4-[[4-(trifluoromethyl)phenyl]methyl]pyrrolo[2,3-b]pyridine-3-carbonyl]amino]-1-bicyclo[1.1.1]pentanyl]acetic acid FCCN1C=C(C=2C1=NC=CC2CC2=CC=C(C=C2)C(F)(F)F)C(=O)NC21CC(C2)(C1)CC(=O)O